C1=C(C=CC2=CC=CC=C12)NC(C(=C)C1=CC=CC=C1)=O N-(naphthalene-2-yl)-2-phenyl-acrylamide